1-isopropylamino-3-(1-naphthoxy)-2-propanone C(C)(C)NCC(COC1=CC=CC2=CC=CC=C12)=O